Tert-butyl 6-((1R,2S)-1'-(tert-butoxycarbonyl)-5'-methoxy-2'-oxospiro[cyclopropane-1,3'-indolin]-2-yl)-3-((diphenylmethylene)amino)-1H-indazole-1-carboxylate C(C)(C)(C)OC(=O)N1C([C@@]2(C3=CC(=CC=C13)OC)[C@@H](C2)C2=CC=C1C(=NN(C1=C2)C(=O)OC(C)(C)C)N=C(C2=CC=CC=C2)C2=CC=CC=C2)=O